(E)-2-methyl-3-(5-nitro-1H-indol-3-yl)-1-(3,4,5-trimethoxyphenyl)prop-2-en-1-one C/C(/C(=O)C1=CC(=C(C(=C1)OC)OC)OC)=C\C1=CNC2=CC=C(C=C12)[N+](=O)[O-]